[N+](=[N-])=CC(CC[C@@H](C(=O)OC(C)C)NC([C@H](C(F)(F)F)OC)=O)=O isopropyl (S)-6-diazo-5-oxo-2-((R)-3,3,3-trifluoro-2-methoxypropanamido)hexanoate